5-chloro-3-pyrrolidin-1-yl-9-(trifluoromethyl)xanthen-9-ol ClC1=C2OC=3C=C(C=CC3C(C2=CC=C1)(O)C(F)(F)F)N1CCCC1